C(C1=CC=CC=C1)(=O)NC=1C(=NC=CC1C(=O)NCC(C)C)C=1C=NC=CC1 benzoylamino-N-isobutyl-[2,3'-bipyridine]-4-carboxamide